C(C)N1N(C(=C(C1Br)C)C(=O)OC(CCCCCCCCCCCCC(CC(O)CO)(CC(O)CO)CC(O)CO)CCCCCCCCCC)CCNC(=O)OC(C)(C)C triglyceryl-decyltetradecanol ethyl-3-bromo-1-(2-(tert-butoxycarbonylamino)ethyl)-4-methylpyrazole-5-carboxylate